ClC1=CC=C(N=N1)NC=1C=2N(N=C(C1)NC(CC)CC)C(=NN2)C(C)C N8-(6-chloropyridazin-3-yl)-3-isopropyl-N6-(pentan-3-yl)-[1,2,4]triazolo[4,3-b]pyridazine-6,8-diamine